tert-butyl 2-[1-[5-[(2,6-dioxo-3-piperidyl)amino]-3-fluoro-2-pyridyl]-4-piperidyl]acetate O=C1NC(CCC1NC=1C=C(C(=NC1)N1CCC(CC1)CC(=O)OC(C)(C)C)F)=O